2-Chloro-5-(trifluoromethyl)phenylacetonitrile ClC1=C(C=C(C=C1)C(F)(F)F)CC#N